ClC1=CC=C(C2=C1C=CO2)COC2=NC(=NC=C2F)C2=CCC(CC2)CC=2N(C1=C(N2)SC(=C1)C(=O)OC)C[C@H]1OCC1 methyl 2-((4-(4-((4-chlorobenzofuran-7-yl)methoxy)-5-fluoropyrimidin-2-yl)cyclohex-3-en-1-yl)methyl)-1-(((S)-oxetan-2-yl)methyl)-1H-thieno[2,3-d]imidazole-5-carboxylate